S(=O)(CC(=O)O)CC(=O)O 2,2'-sulfinyl-diacetic acid